BrC1=CN=CC2=CC=C(C=C12)Cl 4-bromo-6-chloro-isoquinoline